((3-chloro-2-fluorophenyl)methyl-d2)-2-methyl-4-((6-(thiazol-2-ylamino)pyridin-2-yl)methyl)piperidine-4-carboxylic acid ClC=1C(=C(C=CC1)C([2H])([2H])N1C(CC(CC1)(C(=O)O)CC1=NC(=CC=C1)NC=1SC=CN1)C)F